(S)-methyl 3-amino-2-(4-(4-((2-(((benzyloxy)carbonyl)amino)ethyl)amino)-4-oxobutoxy)-2,6-dimethylphenylsulfonamido)propanoate NC[C@@H](C(=O)OC)NS(=O)(=O)C1=C(C=C(C=C1C)OCCCC(=O)NCCNC(=O)OCC1=CC=CC=C1)C